FC1=C(OCCNC)C=C(C=C1)F 2-(2,5-difluorophenoxy)-N-methylethan-1-amine